N1=C(C=CC=C1)CCCC(=O)NC1=C(N=NS1)C(=O)NCC1=CC=C(C=C1)Cl 5-(4-(Pyridin-2-yl)butanamido)-N-(4-chlorobenzyl)-1,2,3-thiadiazole-4-carboxamide